IC1=C(C=CC=C1)N(C(OC(C)(C)C)=O)CCC1=CC=CC=C1 Tert-butyl (2-iodophenyl)(phenethyl)carbamate